N-methyl-N-(1-(5-(2-((4-(trifluoromethyl)phenyl)amino)phenyl)-1,3,4-oxadiazol-2-yl)cyclopropyl)cyanamide CN(C#N)C1(CC1)C=1OC(=NN1)C1=C(C=CC=C1)NC1=CC=C(C=C1)C(F)(F)F